BrC1=CC=C(C=C1)S(=O)(=O)NCCOCCNC(OC(C)(C)C)=O tert-butyl (2-(2-((4-bromophenyl) sulfonamido) ethoxy) ethyl)carbamate